(R)-4-((3-(1-(5,8-dioxaspiro[3.4]octan-1-yl)-1H-pyrazol-4-yl)-2-methoxyphenyl)amino)-6-(1-fluorocyclopropane-1-carboxamido)nicotinamide [C@H]1(CCC12OCCO2)N2N=CC(=C2)C=2C(=C(C=CC2)NC2=CC(=NC=C2C(=O)N)NC(=O)C2(CC2)F)OC